CC(CN)CCC(CCN)C 2,5-dimethylheptane-1,7-diamine